N1C(=NC=C1)C1=CC=C(S1)[C@@H](C)NC(=O)[C@H]1N(CC2(OCCO2)C1)C(CNC(=O)C=1C=CC=2C(C3=CC=CC=C3C2C1)(F)F)=O (S)-N-((R)-1-(5-(1H-imidazol-2-yl)thiophen-2-yl)ethyl)-7-((9,9-difluoro-9H-fluorene-3-carbonyl)glycyl)-1,4-dioxa-7-azaspiro[4.4]nonane-8-carboxamide